ClC1=CC=C2C=CC=C(C2=C1)CC(=O)O (7-chloro-1-naphthyl)acetic acid